ClC1=C(C=C(C=C1)NS(=O)(=O)C)C=O N-(4-chloro-3-formyl-phenyl)methanesulfonamide